methyl (S)-2-((2-(2,6-difluoro-4-(2,2,2-trifluoro-1-(methylamino)ethyl)phenyl)-7-methylimidazo[1,2-a]pyridin-3-yl) methyl)morpholine-4-carboxylate FC1=C(C(=CC(=C1)C(C(F)(F)F)NC)F)C=1N=C2N(C=CC(=C2)C)C1C[C@H]1CN(CCO1)C(=O)OC